7-chloro-4,4-difluoro-5-methyl-1-(4-methylbenzenesulfonyl)-2,3,4,5-tetrahydro-1H-1-benzazepin-5-ol ClC=1C=CC2=C(C(C(CCN2S(=O)(=O)C2=CC=C(C=C2)C)(F)F)(O)C)C1